NC1=C(C(=NC=2N1N=C(C2CC)C(F)F)NCCC2=NC(=CC=C2)C2C(C2)CO)C#N 7-amino-2-(difluoromethyl)-3-ethyl-5-((2-(6-(2-(hydroxymethyl)cyclopropyl)pyridin-2-yl)ethyl)amino)pyrazolo[1,5-a]pyrimidine-6-carbonitrile